4-nitrobutyrylamine [N+](=O)([O-])CCCC(=O)N